3-Cyano-2-isopropyl-N-(1-(2-methylthiazol-4-yl)-1H-indazol-6-yl)benzamide C(#N)C=1C(=C(C(=O)NC2=CC=C3C=NN(C3=C2)C=2N=C(SC2)C)C=CC1)C(C)C